(2S,4R)-4-hydroxy-1-[2-(4-hydroxy-1H-pyrazol-1-yl)-3-methylbutyryl]-N-[(1S)-1-[4-(4-methyl-1,3-thiazol-5-yl)phenyl]ethyl]pyrrolidine-2-carboxamide O[C@@H]1C[C@H](N(C1)C(C(C(C)C)N1N=CC(=C1)O)=O)C(=O)N[C@@H](C)C1=CC=C(C=C1)C1=C(N=CS1)C